FC=1C=CC(=NC1)C=1C(=NC=C(C1O)C(=O)O)C 5-fluoro-4'-hydroxy-2'-methyl-[2,3'-bipyridine]-5'-carboxylic acid